1-[3-[4-[(5-Cyclopropyl-1H-pyrazol-3-yl)amino]pyrimidin-2-yl]-3-azabicyclo[3.1.1]heptan-1-yl]ethanol C1(CC1)C1=CC(=NN1)NC1=NC(=NC=C1)N1CC2(CC(C1)C2)C(C)O